C(C)(C)(C)OC([C@H](CC\C=C\C(=O)N)N(C(=O)OCCO[Si](C1=CC=CC=C1)(C1=CC=CC=C1)C(C)(C)C)C(=O)OC(C)(C)C)=O (E,2S)-tert-butyl-7-amino-2-[tert-butoxycarbonyl-[2-[tert-butyl (diphenyl)silyl]oxyethoxycarbonyl]amino]-7-oxo-hept-5-enoate